ClC=1C=CC(=C2C=CNC12)C=1N(N=C2C1CN(CC2)C2=NC=C(C(=N2)CO)C)C2=C(C=CC=C2CC)CC [2-[3-(7-chloro-1H-indol-4-yl)-2-(2,6-diethylphenyl)-6,7-dihydro-4H-pyrazolo[4,3-c]pyridin-5-yl]-5-methyl-pyrimidin-4-yl]methanol